2-phenoxy-9,10-dimethoxyanthracene O(C1=CC=CC=C1)C1=CC2=C(C3=CC=CC=C3C(=C2C=C1)OC)OC